N-(((3-(dimethylamino)propyl)amino)((4-methylquinazolin-2-yl)amino)methylene)cyclopentanecarboxamide CN(CCCNC(=NC(=O)C1CCCC1)NC1=NC2=CC=CC=C2C(=N1)C)C